(3-nitrophenyl)-1H-benzo[d]Imidazole-4-carboxamide [N+](=O)([O-])C=1C=C(C=CC1)N1C=NC2=C1C=CC=C2C(=O)N